FC1=C(CN)C=CC(=C1F)C 2,3-difluoro-4-methylbenzylamine